tert-butyl 2-chloro-6-oxo-spiro[4H-cyclopenta[d]thiazole-5,4'-piperidine]-1'-carboxylate ClC=1SC2=C(N1)CC1(CCN(CC1)C(=O)OC(C)(C)C)C2=O